methyl 4-(chlorosulfonyl)-5-methyl-2-nitrobenzoate ClS(=O)(=O)C1=CC(=C(C(=O)OC)C=C1C)[N+](=O)[O-]